CC(COC=1C=C2CN(CC2=CC1OC)C(C[C@@H](C(=O)O)C)=O)(COC=1C=C2CN(CC2=CC1OC)C(C[C@@H](C(=O)O)C)=O)C (2S,2'S)-4,4'-(((2,2-dimethylpropane-1,3-diyl)bis(oxy))bis(6-methoxyisoindoline-5,2-diyl))bis(2-methyl-4-oxobutanoic acid)